C1(CCCCC1)C1=NN=C(S1)NC1=CC=CC=C1 5-cyclohexyl-N-phenyl-1,3,4-thiadiazole-2-amine